C[C@H]1NCCC2=C1SC(=N2)NC(C)=O (R)-N-(4-methyl-4,5,6,7-tetrahydrothiazolo[5,4-c]pyridin-2-yl)acetamide